NC=1C=C2C=C(N(C2=CC1)CC(=O)OC)C1=CC=CC=C1 methyl (5-amino-2-phenyl-1H-indol-1-yl)acetate